ClC1=NS(C2=C(N1)C(=CC=C2)C2=C(C#N)C=CC=C2)(=O)=O 2-(3-chloro-1,1-dioxido-4H-benzo[e][1,2,4]thiadiazin-5-yl)benzonitrile